ClC1=C(C(=CC(=C1)OC)F)C1=NOC(=C1C1=NC=CC=N1)C=1C=NN(C1C(F)(F)F)C(CC(C)(O)C)([2H])[2H] 4-(4-(3-(2-Chloro-6-fluoro-4-methoxyphenyl)-4-(pyrimidin-2-yl)isoxazol-5-yl)-5-(trifluoro-methyl)-1H-pyrazol-1-yl)-2-methylbutan-4,4-d2-2-ol